1-isopropyl-8-methylsulfanyl-4,5-dihydro-1H-imidazo[4,5-H]quinazoline C(C)(C)N1C=NC=2CCC=3C=NC(=NC3C21)SC